C(C1=CC=CC=C1)OC(=O)N[C@@H](C(=O)OCC1=CC=CC=C1)CNC(C1=CC(=CC(=C1)F)N1C(CCCC1)CC)=O (2R)-benzyl 2-(((benzyloxy)carbonyl)amino)-3-(3-(2-ethylpiperidin-1-yl)-5-fluorobenzamido)propanoate